1-methyl-1,5-pentanediol CC(CCCCO)O